3-[bis-(trimethylsilyl)amino]propyltriethoxysilane C[Si](C)(C)N(CCC[Si](OCC)(OCC)OCC)[Si](C)(C)C